COC1CCC(CC1)C([C@H](C(C(=O)OCC)=O)\N=N\C1=CC=CC=C1)=O |r| rac-ethyl 4-((1s,4s)-4-methoxycyclohexyl)-2,4-dioxo-3-((E)-phenyldiazenyl)butanoate